(Z)-N-(4-(1H-pyrazol-1-yl)but-2-en-1-yl)-5-(furan-2-yl)isoxazole-3-carboxamide N1(N=CC=C1)C\C=C/CNC(=O)C1=NOC(=C1)C=1OC=CC1